C(CC=C)B1OC(C)(C)C(C)(C)O1 (3-butene-1-yl)-boronic acid pinacol ester